9-((4-(decyloxy)-4-oxobutyl)(2-hydroxyethyl)amino)nonane-1-carboxylic acid C(CCCCCCCCC)OC(CCCN(CCCCCCCCCC(=O)O)CCO)=O